CC1([C@@H]2CC[C@@]13CS(=O)(=O)N4C3(C2)O4)C (1R)-(-)-(10-camphorsulfonyl)oxaziridine